C(C)(=O)N1CC=2C=C3C(=CC2C1)N(C(N3)=O)C 6-acetyl-1-methyl-3,5,6,7-tetrahydroimidazo[4,5-f]isoindol-2(1H)-one